2-chloro-6-fluoro-N-(4-nitrophenylethyl)quinolin-4-amine ClC1=NC2=CC=C(C=C2C(=C1)NCCC1=CC=C(C=C1)[N+](=O)[O-])F